C(CCC)OCOCCCC(CC(CC(CC(CC(CC(C)Br)C)C)C)C)C 14-bromo-4,6,8,10,12-pentamethylpentadecyl butyloxymethyl ether